COC1=NC2=CC=C(C=C2C=C1)C=1C=C(C=NC1)N1CCC2(CN(C2)C(=O)C=2C=NN(C2)C)CC1 (7-(5-(2-methoxyquinolin-6-yl)pyridin-3-yl)-2,7-diazaspiro[3.5]nonan-2-yl)(1-methyl-1H-pyrazol-4-yl)methanone